CN(CCCN(C=1SC=C(N1)C(=O)[O-])C=1N=NC(=C(C1)C)\N=C\1/SC2=C(N1COCC[Si](C)(C)C)C=CC=C2)C 2-[3-(dimethylamino)propyl-[5-methyl-6-[(Z)-[3-(2-trimethylsilylethoxymethyl)-1,3-benzothiazol-2-ylidene]amino]pyridazin-3-yl]amino]thiazole-4-carboxylate